3-ethyl-2-[[6-(trifluoromethoxy)-1,3-benzothiazol-2-yl]amino]imidazo[4,5-b]pyridine-6-carboxylic acid C(C)N1C(=NC=2C1=NC=C(C2)C(=O)O)NC=2SC1=C(N2)C=CC(=C1)OC(F)(F)F